ClC=1C=C(C=CC1Cl)N(N)C 3,4-dichloro-N-methylphenylhydrazine